O[C@H](CO)C1=C2C(=NC=C1)N(N=C2CNC(C=C)=O)C2=CC=C(C=C2)C(F)(F)F |r| N-[[4-[rac-(1S)-1,2-dihydroxyethyl]-1-[4-(trifluoromethyl)phenyl]pyrazolo[3,4-b]pyridin-3-yl]methyl]prop-2-enamide